C(CCC)OCCOC(COC1=NC(=C(C=C1Cl)Cl)Cl)=O 2-[(3,5,6-trichloro-2-pyridinyl)oxy]acetic acid 2-butoxyethyl ester